CC1=C(C(=O)C=2C(=C(C=CC2)OC2=C(C(=CC=C2)C(C2=C(C=C(C=C2C)C)C)=O)C(C2=C(C=C(C=C2C)C)C)=O)C(C2=C(C=C(C=C2C)C)C)=O)C(=CC(=C1)C)C bis(2,4,6-trimethylbenzoyl)-phenyloxide